[Ru](Cl)Cl.CN1C(N(CC1)C)=C1C(C(CCC1)P(C1CCCCC1)C1CCCCC1)=CC=C(C)C (1,3-dimethylimidazolidin-2-ylidene)(3-methyl-2-butene-1-ylidene)(tricyclohexylphosphine) ruthenium dichloride